4-(1-(2-Bromo-5-methoxy-4-nitrophenyl)piperidin-4-yl)morpholine BrC1=C(C=C(C(=C1)[N+](=O)[O-])OC)N1CCC(CC1)N1CCOCC1